FC=1C=C(C=CC1)N1CC(C2=NC(=CC=C21)C(=O)N)(C)C 1-(3-fluorophenyl)-3,3-dimethyl-2,3-dihydro-1H-pyrrolo[3,2-b]pyridine-5-carboxamide